C(CCC)N1C(=NC=C1C)C 1-butyl-2,5-dimethylimidazole